C(#N)C1=C(NC2=CC(=C(C=C2C1=O)NC(C)=O)OCC)CC N-(3-cyano-7-ethoxy-2-ethyl-4-oxo-1,4-dihydroquinolin-6-yl)acetamide